NC(CCNC(=O)C=1C=CC(=C(C1)NC(=O)C1=NN(C(=C1C)C1=CC=C(C=C1)Cl)C1=C(C=C(C=C1)Cl)Cl)F)=O N-(5-((3-amino-3-oxopropyl)carbamoyl)-2-fluorophenyl)-5-(4-chlorophenyl)-1-(2,4-dichlorophenyl)-4-Methyl-1H-pyrazole-3-carboxamide